NC=1C2=C(N=CN1)N(C(=C2C2=CC(=C(C(=C2)OC)Cl)OC)C#CC2CN(C2)C2CCN(CC2)C(C=C)=O)C 1-(4-(3-((4-amino-5-(4-chloro-3,5-dimethoxyphenyl)-7-methyl-7H-pyrrolo[2,3-d]pyrimidin-6-yl)ethynyl)azetidin-1-yl)piperidin-1-yl)prop-2-en-1-one